9-((5-((4-fluorobenzyl)thio)-4-phenyl-4H-1,2,4-triazol-3-yl)methyl)-9H-carbazole FC1=CC=C(CSC=2N(C(=NN2)CN2C3=CC=CC=C3C=3C=CC=CC23)C2=CC=CC=C2)C=C1